CC1(OB(OC1(C)C)C1=NN(C=C1)C(F)(F)F)C 3-(4,4,5,5-tetramethyl-1,3,2-dioxaborolan-2-yl)-1-(trifluoromethyl)-1H-pyrazole